S(=O)(=O)(O)O.NC1=C(N=CC(=N1)N1CCC2(CC=C(C2N)C2CC2)CC1)SC1=C(C(=NC=C1)N)Cl 8-(6-amino-5-((2-amino-3-chloropyridin-4-yl)thio)pyrazin-2-yl)-2-cyclopropyl-8-azaspiro[4.5]dec-2-en-1-amine sulfate